Fluoropropene CC=CF